Menthyl acetate C(C)(=O)OC1CC(CCC1C(C)C)C